N[C@@H](CN[C@H](C(=O)NCC1=CC=C(C=C1)C(=N)NC(OCC1=CC=CC=C1)=O)C)CCC1=CC=CC=C1 Benzyl ((4-(((S)-2-(((R)-2-amino-4-phenylbutyl)amino)propanamido)methyl)phenyl)(imino)methyl)carbamate